Dimethyldodecyl-triisopropyl-silicon CCC(C)([Si](C(C)C)(C(C)C)CCCCCCCCCCCC)C